pyrido[2,3-d]pyridazinal N1=C(C=CC=2C1=CN=NC2)C=O